(±)-3-(3-hydroxyphenyl)piperazine-1-carboxylic acid tert-butyl ester C(C)(C)(C)OC(=O)N1C[C@H](NCC1)C1=CC(=CC=C1)O |r|